CC1=C(C=C(C=C1)NC1CN(C1)C(=O)OC(C)(C)C)C(N[C@H](C)C1=CC=C(C2=CC=CC=C12)C#CC1CCN(CC1)CC1CCNCC1)=O tert-butyl (R)-3-((4-methyl-3-((1-(4-((1-(piperidin-4-ylmethyl)piperidin-4-yl)ethynyl)naphthalen-1-yl)ethyl)carbamoyl)phenyl)amino)azetidine-1-carboxylate